C(#N)CC(C(=O)O)C1=NC=CC=C1 3-cyano-2-(pyridin-2-yl)propionic acid